LITHIUM FLUOROBORATE F[B-](F)(F)F.[Li+]